(E)-tert-butyl (4-((2-amino-4-carbamoylphenyl)amino)but-2-en-1-yl)carbamate NC1=C(C=CC(=C1)C(N)=O)NC/C=C/CNC(OC(C)(C)C)=O